N1,N1-dimethyl-N3-propyl-1,3-butanediamine CN(CCC(C)NCCC)C